F[P-](F)(F)(F)(F)F.C(CCC)[N+](CCCC)(CCCC)CCCC tetrabutylammonium hexafluorophosphate salt